Methyl 4-[(1S)-1-[[1-[2-(3-methylphenoxy)ethylamino]cyclohexanecarbonyl]amino]ethyl]benzoate CC=1C=C(OCCNC2(CCCCC2)C(=O)N[C@@H](C)C2=CC=C(C(=O)OC)C=C2)C=CC1